N-[(2R)-1-Hydroxypropan-2-yl]-5-(1-methyl-1H-pyrazol-3-yl)-6-[3-(trifluoromethoxy)phenoxy]pyridine-3-carboxamide OC[C@@H](C)NC(=O)C=1C=NC(=C(C1)C1=NN(C=C1)C)OC1=CC(=CC=C1)OC(F)(F)F